C[N+](CCC)(C)C Trimethyl-n-propylammonium